NC=1C=CC(=C(C1)S(=O)(=O)N=CN(C)C)C=1C=NN(C1)C(F)F 5-Amino-2-[1-(difluoromethyl)-1H-pyrazol-4-yl]-N-[(dimethylamino)methylene]benzenesulfonamide